4-(6-amino-3-fluoropyridin-2-yl)-N-(5-chloro-3-methyl-1H-pyrazol-4-yl)-5-fluoro-2-isopropoxybenzamide NC1=CC=C(C(=N1)C1=CC(=C(C(=O)NC=2C(=NNC2Cl)C)C=C1F)OC(C)C)F